COC1(CC(C1)C(C(C)C)=O)OC 1-(3,3-Dimethoxycyclobutyl)-2-methylpropan-1-one